C1(CC1)OC1=CC(=NC=C1)NC1=CC(=NC(=N1)C=1C=NC=CC1)N1CC2(CC1)CC(CCC2)C(=O)NC 2-(6-((4-Cyclopropoxy-pyridin-2-yl)amino)-2-(pyridin-3-yl)pyrimidin-4-yl)-N-methyl-2-azaspiro[4.5]decane-7-carboxamide